[Cl-].OO hydrogen peroxide-chloride salt